C(C)(C)(C)NN tertiary-butyl-hydrazine